3,5-dihydroxybenzoic acid hydrazide OC=1C=C(C(=O)NN)C=C(C1)O